diisononyl-cyclohexane-1,4-dicarboxylic acid C(CCCCCC(C)C)C1(CCC(CC1)(C(=O)O)CCCCCCC(C)C)C(=O)O